2-((1s,3r)-3-acetaminocyclohexyl)-N-(5-chloro-4-(5,5-dimethyl-5,6-dihydro-4H-pyrrolo[1,2-b]pyrazol-3-yl)pyridin-2-yl)acetamide N(C(=O)C)[C@H]1C[C@H](CCC1)CC(=O)NC1=NC=C(C(=C1)C1=C2N(N=C1)CC(C2)(C)C)Cl